(S)-quinuclidin-3-yl (5-(2-chloro-3-(trifluoromethyl)phenyl)-2,2-dimethyl-2,3-dihydro-1H-inden-1-yl)carbamate ClC1=C(C=CC=C1C(F)(F)F)C=1C=C2CC(C(C2=CC1)NC(O[C@@H]1CN2CCC1CC2)=O)(C)C